N-(1,3-difluoro-2,4-dimethylpentan-1,3-dien-1-yl)-1-(1-carbonyl-1,2-dihydroisoquinolin-5-yl)-5-(trifluoromethyl)-1H-pyrazole-4-carboxamide FC(=C(C(=C(C)C)F)C)NC(=O)C=1C=NN(C1C(F)(F)F)C1=C2C=CNC(C2=CC=C1)=C=O